Trideca-2(3),4-Dien-6-one CC=CC=CC(CCCCCCC)=O